2-(Benzyloxy)-4-chlorobenzoic acid methyl ester COC(C1=C(C=C(C=C1)Cl)OCC1=CC=CC=C1)=O